C(C)(C)(C)[C@H](NC(C(N(C(OC(C)(C)C)=O)C)C(C)(C)C1=CC=C(C=C1)O)=O)C(N([C@H](\C=C(\C(=O)OCC)/C)C(C)C)C)=O ethyl (9S,12S,E)-9-(tert-butyl)-6-(2-(4-hydroxyphenyl)propan-2-yl)-12-isopropyl-2,2,5,11,14-pentamethyl-4,7,10-trioxo-3-oxa-5,8,11-triazapentadec-13-en-15-oate